CN1N=C(C=C1S(=O)(=O)N1CC2(CN(C2)C(=O)OC(C)(C)C)C1)C(F)(F)F tert-butyl 6-((1-methyl-3-(trifluoromethyl)-1H-pyrazol-5-yl)sulfonyl)-2,6-diazaspiro[3.3]heptane-2-carboxylate